ClC1=NN=C(S1)NC(=O)C1=NN2C(C(N(CC2)CC2=C(C=CC=C2)Cl)=O)=C1C1CC1 5-(2-Chlorobenzyl)-3-cyclopropyl-4-oxo-4,5,6,7-tetrahydropyrazolo[1,5-a]pyrazine-2-carboxylic acid (5-chloro[1,3,4]thiadiazol-2-yl) amide